Cl.O=C1N(CC2=CC(=CC=C12)C1CCNCC1)[C@@H]1C(NC(CC1)=O)=O (3S)-3-[1-oxo-5-(4-piperidinyl)isoindolin-2-yl]piperidine-2,6-dione hydrochloride